C(C)(C)(C)OC(=O)NC1=C(C(=NN1C(C)C)C1=NC=C(C=N1)CC(=O)OC(C)(C)C)C#N tertbutyl 2-[2-[5-(tert-butoxycarbonylamino)-4-cyano-1-isopropyl-pyrazol-3-yl]pyrimidin-5-yl]acetate